ClC1=C(C(=CC(=C1)C#N)Cl)NC=1N(C2=NC(=NC=C2N1)NC1CCC(CC1)N1C(CCC1=O)=O)C1CCC(CC1)C(=O)N (1s,4s)-4-(8-(2,6-dichloro-4-cyanophenylamino)-2-(4-(2,5-dioxopyrrolidin-1-yl)cyclohexylamino)-9H-purin-9-yl)cyclohexanecarboxamide